1-({(5s,7s)-2-oxo-3-[(3-phenyl-5-isoxazolyl)methyl]-1-oxa-3-azaspiro[4.5]decan-7-yl}methyl)-1H-benzimidazole-6-carbonitrile O=C1O[C@]2(CN1CC1=CC(=NO1)C1=CC=CC=C1)C[C@H](CCC2)CN2C=NC1=C2C=C(C=C1)C#N